[Ni].[W].[Mo].[Cr] chromium molybdenum tungsten nickel